3-(1-bromoethyl)anisole BrC(C)C=1C=C(C=CC1)OC